di(but-3-yn-1-yl) 3,3'-((2-(pyrrolidin-1-yl)ethyl)azanediyl)dipropionate N1(CCCC1)CCN(CCC(=O)OCCC#C)CCC(=O)OCCC#C